N-methyl-1,3-propane-diamine CNCCCN